4-((hydroxyamino)methyl)-2-methylbenzoic acid propyl ester hydrochloride Cl.C(CC)OC(C1=C(C=C(C=C1)CNO)C)=O